COC(=O)C=1SC(=C(C1)C1=NC=CC=C1)Br 5-bromo-4-(pyridin-2-yl)thiophene-2-carboxylic acid methyl ester